(R)-8-methyl-7-(3-(2-phenylmorpholino)-7,8-dihydro-1,6-naphthyridin-6(5H)-yl)-4H-pyrimido[1,2-b]pyridazin-4-one CC1=CC=2N(N=C1N1CC=3C=C(C=NC3CC1)N1C[C@H](OCC1)C1=CC=CC=C1)C(C=CN2)=O